3-(4-fluorobenzyl)pyrrolidin-2-one-3-d FC1=CC=C(CC2(C(NCC2)=O)[2H])C=C1